C1(=CC=CC=C1)C=1N=C2N(C=C(C=C2C=2C=C(C=CC2)O)C2=CC=CC=C2)C1 3-(2,6-diphenylimidazo[1,2-a]pyridin-8-yl)phenol